2-Phenylethyl 3,4-dihydroxycinnamat OC=1C=C(C=CC(=O)OCCC2=CC=CC=C2)C=CC1O